naphthyridin-1-ium [NH+]1=CC=CC2=CC=CN=C12